C(C)OC(=C)C=1C=C2C=NNC2=CC1[N+](=O)[O-] 5-(1-ethoxyvinyl)-6-nitro-1H-indazole